5-chloro-1-((6-phenylpyridin-3-yl)methyl)-1H-indazole-7-carboxylic acid ClC=1C=C2C=NN(C2=C(C1)C(=O)O)CC=1C=NC(=CC1)C1=CC=CC=C1